5-(azetidine-3-sulfonylamino)pyridine N1CC(C1)S(=O)(=O)NC=1C=CC=NC1